FC1(CC(C1)(C1=NN=CN1C)C=1C=C(C=CC1)NC(=O)C=1C(N(C=C(C1)CN1C[C@H](CCC1)C)CC(F)(F)F)=O)F (S)-N-(3-(3,3-difluoro-1-(4-methyl-4H-1,2,4-triazol-3-yl)cyclobutyl)phenyl)-5-((3-methylpiperidin-1-yl)methyl)-2-oxo-1-(2,2,2-trifluoroethyl)-1,2-dihydropyridine-3-carboxamide